ethyl (2R,3S)-2-(4-((tert-butoxy-carbonyl)amino)phenyl)piperidine-3-carboxylate C(C)(C)(C)OC(=O)NC1=CC=C(C=C1)[C@@H]1NCCC[C@@H]1C(=O)OCC